Benzyl ((4,4-difluorocyclohexyl)(7-fluoro-5-((R)-2-methoxy-1-((S)-2-oxo-4-(trifluoromethyl)imidazolidin-1-yl)ethyl)benzo[d]oxazol-2-yl)methyl)-carbamate FC1(CCC(CC1)C(C=1OC2=C(N1)C=C(C=C2F)[C@H](COC)N2C(N[C@@H](C2)C(F)(F)F)=O)NC(OCC2=CC=CC=C2)=O)F